C(C)(C)C=1N(C=CN1)CC1=CC=C(C=C1)C=1N=C(SC1S(=O)(=O)NC(OCCCC)=O)CCC butyl ((4-(4-((2-isopropyl-1H-imidazol-1-yl)methyl)phenyl)-2-propylthiazol-5-yl) sulfonyl)carbamate